(2R,3S)-2,3-Difluoro-N-(2-(methylamino)-4-((4-(trifluoromethyl)benzyl)amino)phenyl)octanamid F[C@H](C(=O)NC1=C(C=C(C=C1)NCC1=CC=C(C=C1)C(F)(F)F)NC)[C@H](CCCCC)F